N(=NC=1N=NNC1)C=1N=NNC1 azo-1,2,3-triazole